1-benzyl-N-((1R,2S)-2-(2-hydroxyethyl)cyclopropyl)-N-methyl-2-oxo-1,2-dihydropyridine-3,5-dicarboxamide C(C1=CC=CC=C1)N1C(C(=CC(=C1)C(=O)N)C(=O)N(C)[C@H]1[C@@H](C1)CCO)=O